4-(tert-butyl)-N-(4-(tert-butyl)-phenyl)-2-methylaniline C(C)(C)(C)C1=CC(=C(NC2=CC=C(C=C2)C(C)(C)C)C=C1)C